C1(CCCC1)N1C(C=CC2=C1N=C(N=C2)NC2CCN(CC2)S(=O)(=O)C=2C=C(OCCNCC=1C=C3CN(C(C3=CC1)=O)C1C(NC(CC1)=O)=O)C=CC2)=O 3-(5-(((2-(3-((4-((8-cyclopentyl-7-oxo-7,8-dihydropyrido[2,3-d]pyrimidin-2-yl)amino)-piperidin-1-yl)sulfonyl)phenoxy)ethyl)amino)-methyl)-1-oxoisoindolin-2-yl)piperidine-2,6-dione